FC(C(=O)C1=CC=CC=C1)(F)F perfluoroacetophenone